CN1C(=NC2=C1C=CC(=C2)C2=CC=C(C(=N2)OC)NC(=O)C=2C(=NOC2C)C2=CC=CC=C2)C N-(6-(1,2-Dimethyl-1H-benzo[d]imidazol-5-yl)-2-methoxypyridin-3-yl)-5-methyl-3-phenylisoxazole-4-carboxamide